N-tert-butyl-2-(3-methyl-1H-pyrazol-4-yl)-1,7-naphthyridin-4-amine C(C)(C)(C)NC1=CC(=NC2=CN=CC=C12)C=1C(=NNC1)C